(1S,2R,3S,4R)-3-(((9H-fluoren-9-yl)methoxy)carbonyl)-2,4-bis(2-methoxyphenyl)cyclobutane-1-carboxylic acid C1=CC=CC=2C3=CC=CC=C3C(C12)COC(=O)C1[C@@H](C([C@H]1C1=C(C=CC=C1)OC)C(=O)O)C1=C(C=CC=C1)OC